7-hydroxy-10-oxidophenoxazin-10-ium-3-one OC=1C=C2OC3=CC(C=CC3=[N+](C2=CC1)[O-])=O